C(CCC)OC(NC1=NOC=C1)=O butylisoxazol-3-ylcarbamate